(S)-4-(3-fluorophenyl)-2-(methylamino)butanoic acid FC=1C=C(C=CC1)CC[C@@H](C(=O)O)NC